C(CCC)C1(CS(C2=C(N(C1)C1=CC=C(C=C1)F)C=C(C(=C2)OC[C@H](C(=O)O)OC)SC)(=O)=O)CCCC (R)-3-((3,3-dibutyl-5-(4-fluorophenyl)-7-(methylsulfanyl)-1,1-dioxo-2,3,4,5-tetrahydro-1,5-benzothiazepin-8-yl)oxy)-2-methoxypropionic acid